(4-methyl-2-(2,4,5-trifluoro-3-hydroxyphenyl)thiazol-5-yl)(morpholinyl)methanone Selenium(V) [Se+5].CC=1N=C(SC1C(=O)N1CCOCC1)C1=C(C(=C(C(=C1)F)F)O)F